N1=CC=C(C=C1)CS(=O)(=O)C=1C=C(C=CC1)C(CC#N)N1N=CC(=C1)C=1C2=C(N=CN1)NC=C2 3-{3-[(pyridin-4-ylmethyl)-sulfonyl]phenyl}-3-[4-(7H-pyrrolo[2,3-d]pyrimidin-4-yl)-1H-pyrazol-1-yl]propanenitrile